tert-butyl (6S)-6-methyl-2-[4-(trifluoromethyl)phenyl]-6,7-dihydropyrazolo[1,5-a]pyrazine-5(4H)-carboxylate C[C@@H]1N(CC=2N(C1)N=C(C2)C2=CC=C(C=C2)C(F)(F)F)C(=O)OC(C)(C)C